4-(8-(4-((4-(methylsulfonyl)piperidin-1-yl)methyl)phenyl)-3-oxo-1,3,4,7-tetrahydro-2H-pyrrolo[3',2':5,6]pyrido[3,4-d]pyrimidin-2-yl)piperidine-1-sulfonamide CS(=O)(=O)C1CCN(CC1)CC1=CC=C(C=C1)C1=CC2=C(N=CC=3NC(N(CC32)C3CCN(CC3)S(=O)(=O)N)=O)N1